C(\C=C\C1=CC=C(C=C1)O)(=O)CC(=O)O p-coumaroyl-acetic acid